isopropyl 2-chloro-4-(3,3-dimethyl-5-(1-methyl-1H-pyrazol-4-yl)-2,3-dihydro-1H-pyrrolo[3,2-b]pyridin-1-yl)pyrimidine-5-carboxylate ClC1=NC=C(C(=N1)N1CC(C2=NC(=CC=C21)C=2C=NN(C2)C)(C)C)C(=O)OC(C)C